3-[(3-{[5-amino-7-(butyl-amino)-1H-pyrazolo[4,3-d]pyrimidin-1-yl]methyl}-4-methoxyphenyl)-methoxy]propan-1-ol NC=1N=C(C2=C(N1)C=NN2CC=2C=C(C=CC2OC)COCCCO)NCCCC